2,6-Dichloro-4-(perfluoropropan-2-yl)aniline ClC1=C(N)C(=CC(=C1)C(C(F)(F)F)(C(F)(F)F)F)Cl